n-butyladamantane C(CCC)C12CC3CC(CC(C1)C3)C2